[Ca+2].C(CCCCCC)[N+]1=CC=CC=C1 (heptylpyridinium) calcium